(E)-3-fluoro-4-hydroxybut-2-enyl-carbamic acid tert-butyl ester C(C)(C)(C)OC(NC\C=C(/CO)\F)=O